Propargyl-1H-imidazol-1-carboxylat C(C#C)OC(=O)N1C=NC=C1